ClC1=CC=C(C=2OC3=C(C21)C=CC=C3)I 1-chloro-4-iododibenzo[b,d]furan